acetylaminofucose C(C)(=O)NC(=O)[C@@H](O)[C@H](O)[C@H](O)[C@@H](O)C